(1S,4R,5S)-4-((6-Chloropyridin-3-yl)methyl)-2-(3-(5-cyclopropylpyridazin-4-yl)-4-methyl-1H-pyrazol-5-yl)-2-azabicyclo[3.1.0]hexan-3-one ClC1=CC=C(C=N1)C[C@H]1C(N([C@H]2C[C@@H]12)C1=C(C(=NN1)C1=CN=NC=C1C1CC1)C)=O